NC=1C=2N(C=CN1)C(=NC2Br)[C@@]2(C[C@](CCC2)(C(=O)O)C)C trans-3-(8-amino-1-bromoimidazo[1,5-a]pyrazin-3-yl)-1,3-dimethylcyclohexanecarboxylic acid